5-{3-azabicyclo[3.1.0]hex-3-yl}-3-chloropyrazine-2-carboxylic acid methyl ester COC(=O)C1=NC=C(N=C1Cl)N1CC2CC2C1